C(C)(C)(C)[Si](C)(C)O[C@H](C)C[C@@H](C)SCC tert-butyl(((2R,4R)-4-(ethylthio)pentan-2-yl)oxy)dimethylsilane